FC(=C)C=C 2-fluoro-butadiene